[C@@H]1([C@H](O)[C@H](O)[C@@H](O)[C@@H](O1)C)O[C@@H](C=O)[C@@H](O)[C@H](O)[C@H](O)CO 2-O-(6-deoxy-alpha-L-mannopyranosyl)-D-glucose